COC=1C=C2C(=NC=NC2=CC1OC)C1CCC(CC1)CCP(O)(O)=O (2-((1r,4r)-4-(6,7-dimethoxyquinazolin-4-yl)cyclohexyl)ethyl)phosphonic acid